2,4-dibromo-5-(4-fluoro-2,6-dimethylphenoxy)pyridine 1-oxide BrC1=[N+](C=C(C(=C1)Br)OC1=C(C=C(C=C1C)F)C)[O-]